3-(difluoromethoxy)-2-[(5-methoxy-2-pyridyl)methoxy]-5-(4,4,5,5-tetramethyl-1,3,2-dioxaborolan-2-yl)pyridine FC(OC=1C(=NC=C(C1)B1OC(C(O1)(C)C)(C)C)OCC1=NC=C(C=C1)OC)F